4-fluoro-3-(N-hydroxycarbamoyl)benzene FC1=C(C=CC=C1)C(NO)=O